N-(3-bromo-5-fluorobenzyl)-8-cyclopentyl-7H-purine-6-carboxamide BrC=1C=C(CNC(=O)C2=C3NC(=NC3=NC=N2)C2CCCC2)C=C(C1)F